N-(6-(7-ethoxy-6-fluoro-5-(methylthio)-1H-indazol-4-yl)benzo[d]thiazol-2-yl)-2-fluorocyclopropane-1-carboxamide C(C)OC=1C(=C(C(=C2C=NNC12)C1=CC2=C(N=C(S2)NC(=O)C2C(C2)F)C=C1)SC)F